(E)-N-(2-bromo-5-methoxyphenethyl)-4-methyl-N'-(4-phenoxybenzylidene)benzenesulfonohydrazide BrC1=C(CCN(/N=C/C2=CC=C(C=C2)OC2=CC=CC=C2)S(=O)(=O)C2=CC=C(C=C2)C)C=C(C=C1)OC